2-chloro-N-cyclopropyl-5-[1-[4-(difluoromethoxy)-2-methyl-5-[1,2,2,2-tetrafluoro-1-(trifluoromethyl)ethyl]pyrazol-3-yl]pyrazol-4-yl]-N-(methoxymethyl)benzamide ClC1=C(C(=O)N(COC)C2CC2)C=C(C=C1)C=1C=NN(C1)C=1N(N=C(C1OC(F)F)C(C(F)(F)F)(C(F)(F)F)F)C